7-[(1S)-2-fluoro-1-methyl-ethoxy]-2-[(1S,4R)-1-methyl-2-oxabicyclo[2.2.1]heptan-4-yl]imidazo[1,2-a]pyridine-6-carboxylic acid FC[C@@H](OC1=CC=2N(C=C1C(=O)O)C=C(N2)[C@@]21CO[C@@](CC2)(C1)C)C